5-FORMYL-THIAZOLE-4-CARBOXYLIC ACID C(=O)C1=C(N=CS1)C(=O)O